C1(CCC(CC1)C(=O)[O-])C(=O)[O-].[K+].[K+] potassium 1,4-cyclohexanedicarboxylate